C(C)(=O)NC1=C(C=CC=C1)C=1C=C(SC1)C(=O)NC1=CC(=CC=C1)NS(=O)(=O)C 4-(2-acetamidophenyl)-N-(3-methanesulfonamidophenyl)thiophene-2-carboxamide